BrC=1C=C2CN(CC2=CC1)C1=NC=CC(=N1)C1=NC=CC(=N1)\C=C\C1=CC=NC=C1 (E)-5-Bromo-2-(4-(2-(pyridin-4-yl)vinyl)-[2,4'-bipyrimidin]-2'-yl)isoindoline